2-(acryloyloxy)benzoic acid-3,3,5-trimethylcyclohexyl ester CC1(CC(CC(C1)C)OC(C1=C(C=CC=C1)OC(C=C)=O)=O)C